(R)-1-(6-(1H-pyrazol-4-yl)-1H-indol-3-yl)propan-2-amine N1N=CC(=C1)C1=CC=C2C(=CNC2=C1)C[C@@H](C)N